diethoxytitanium C(C)O[Ti]OCC